N-(5-chloro-2-phenoxyphenyl)methanesulfonamide ClC=1C=CC(=C(C1)NS(=O)(=O)C)OC1=CC=CC=C1